(S,Z)-3-((3-butyl-2-methyl-7-(methylthio)-1,1-dioxido-5-phenyl-2,3,4,5-tetrahydropyrido[2,3-f][1,2,5]thiadiazepin-8-yl)oxy)-2-fluoroacrylic acid C(CCC)[C@@H]1N(S(C2=C(N(C1)C1=CC=CC=C1)N=C(C(=C2)O\C=C(\C(=O)O)/F)SC)(=O)=O)C